BrC=1C=CC=2C3=C(NC2C1)C(=C(C=N3)C3=CC(=NO3)C3CCN(CC3)C(=O)OC(C)(C)C)NC(C)C Tert-butyl 4-(5-(7-bromo-4-(isopropylamino)-5H-pyrido[3,2-b]indol-3-yl)isoxazol-3-yl)piperidine-1-carboxylate